OC(CC1=C(C=CC(=C1)C=C)OC1=C(C=C(C=C1)C=C)CC(CO)O)CO (2,3-dihydroxypropyl)-4-vinylphenyl ether